2,6-dimethyl-10-methylenedodeca-2,6,11-trien-1-al CC(C=O)=CCCC(=CCCC(C=C)=C)C